COC=1C=C(C=CC1)C1=NN2C(=NC=3C=CC=CC3C2=N1)N[C@H](CC(C)C)C(=O)O N-[2-(3-methoxyphenyl)[1,2,4]triazolo[1,5-c]quinazolin-5-yl]-D-leucine